C(C)C=1C(NC2=CC(=CN=C2C1)CN1CCN(CC1)C=1C=NC(=CC1)OCC1COC1)=O 3-Ethyl-7-((4-(6-(oxetan-3-ylmethoxy)pyridin-3-yl)piperazin-1-yl)methyl)-1,5-naphthyridine-2(1H)-one